t-Butylphenylglycidylether C(C)(C)(C)C(C1CO1)(C1=CC=CC=C1)OC(C1CO1)(C(C)(C)C)C1=CC=CC=C1